(R)-3-(((1-(octadecyloxy)-3-(trityl)propan-2-yl)oxy)methyl)benzonitrile C(CCCCCCCCCCCCCCCCC)OC[C@@H](CC(C1=CC=CC=C1)(C1=CC=CC=C1)C1=CC=CC=C1)OCC=1C=C(C#N)C=CC1